2-methoxybenzene-1,4-diylbis{4-[4-(acryloyloxy) butoxy]-2-methoxybenzoate} COC1=C(C=CC(=C1)C=1C(=C(C(=O)[O-])C=CC1OCCCCOC(C=C)=O)OC)C=1C(=C(C(=O)[O-])C=CC1OCCCCOC(C=C)=O)OC